NC1=NC(=C(C=2N1N=C(N2)NC2=NC=CC=C2)C2=CC(=NC(=C2)C)OC)C=2C=C(C#N)C=CC2 3-(5-amino-8-(2-methoxy-6-methylpyridin-4-yl)-2-(pyridin-2-ylamino)-[1,2,4]triazolo[1,5-c]pyrimidin-7-yl)benzonitrile